3,4-dihydroxyphenylalanine cerium [Ce].OC=1C=C(C[C@H](N)C(=O)O)C=CC1O